1-(6-(Azidomethyl)spiro[3.3]heptan-2-yl)-3-(4-chlorobenzyl)urea N(=[N+]=[N-])CC1CC2(CC(C2)NC(=O)NCC2=CC=C(C=C2)Cl)C1